(3-((o-tolyloxy)Methyl)piperidin-1-yl)methanone Methyl-(2R)-2-ethoxypropanoate COC([C@@H](C)OCC)=O.C1(=C(C=CC=C1)OCC1CN(CCC1)C=O)C